(3R,4S)-4-((7-cyclopentyl-5-fluoropyrrolo[2,1-f][1,2,4]triazin-2-yl)amino)tetrahydro-2H-thiopyran-3-ol C1(CCCC1)C1=CC(=C2C=NC(=NN21)N[C@@H]2[C@H](CSCC2)O)F